(3R,4R)-N-{5-chloro-7-isopropylimidazo[4,3-f][1,2,4]triazin-2-yl}-3-fluoropiperidin-4-amine hydrochloride Cl.ClC=1N=C(N2N=C(N=CC21)N[C@H]2[C@@H](CNCC2)F)C(C)C